(1R,4R)-5-((1-(1-((2-(trimethylsilyl)ethoxy)methyl)-1H-pyrazol-4-yl)piperidine-4-yl)methyl)-2,5-diazabicyclo[2.2.1]heptane-2-carboxylic acid tert-butyl ester C(C)(C)(C)OC(=O)N1[C@H]2CN([C@@H](C1)C2)CC2CCN(CC2)C=2C=NN(C2)COCC[Si](C)(C)C